C=C1CC2=C(C=3N(C1)N=C1C3CN(CC1)C(=O)OC(C)(C)C)ON=C2 tert-butyl 5-methylene-5,6,9,10-tetrahydro-4H-isoxazolo[5,4-c]pyrido[4',3':3,4]pyrazolo[1,5-a]azepine-11(12H)-carboxylate